ClC1=C(N=C(NC1=O)C1=CC(=NC=C1)F)N1CC2(CCNC2)CCC1 5-chloro-4-(2,7-diazaspiro[4.5]decan-7-yl)-2-(2-fluoro-4-pyridinyl)-1H-pyrimidin-6-one